O1CC(C1)N1C[C@@H](CC1)O (R)-1-oxetan-3-yl-pyrrolidin-3-ol